tetradec-1-ene-8,14-dione trifluoroacetic acid salt FC(C(=O)O)(F)F.C=CCCCCCC(CCCCCC=O)=O